tert-butyl 4-methyl-4-(4-methylsulfonyloxy-1-piperidyl)piperidine-1-carboxylate CC1(CCN(CC1)C(=O)OC(C)(C)C)N1CCC(CC1)OS(=O)(=O)C